5-{4-aminopyrrolo[2,1-f][1,2,4]triazin-7-yl}-N-(3-hydroxy-3-phenylpropyl)-2-methoxypyridine-3-carboxamide NC1=NC=NN2C1=CC=C2C=2C=C(C(=NC2)OC)C(=O)NCCC(C2=CC=CC=C2)O